4-(4-((1R,5S)-3,8-diazabicyclo[3.2.1]octan-3-yl)-2-(((S)-1-methylpyrrolidin-2-yl)methoxy)-5,8-dihydropyrido[3,4-d]pyrimidin-7(6H)-yl)naphthalen-2-ol [C@H]12CN(C[C@H](CC1)N2)C=2C1=C(N=C(N2)OC[C@H]2N(CCC2)C)CN(CC1)C1=CC(=CC2=CC=CC=C12)O